2,4-bis(4-tert-butylphenyl)phenyl-4-tert-butylphenylamine C(C)(C)(C)C1=CC=C(C=C1)C1=C(C=CC(=C1)C1=CC=C(C=C1)C(C)(C)C)NC1=CC=C(C=C1)C(C)(C)C